tert-butyl (S)-7-(4-(2-(pyrimidin-5-yl)phenyl)piperidin-1-yl)-5-oxa-2-azaspiro[3.4]octane-2-carboxylate N1=CN=CC(=C1)C1=C(C=CC=C1)C1CCN(CC1)[C@@H]1COC2(CN(C2)C(=O)OC(C)(C)C)C1